2-(3-(3-phenylpropoxy)phenoxy)ethanamine C1(=CC=CC=C1)CCCOC=1C=C(OCCN)C=CC1